BrC1=CC=C(C=2C1=NSN2)C2=CC=C(N(C1=CC=C(C=C1)OC)C1=CC=C(C=C1)OC)C=C2 4-(7-bromobenzo[c][1,2,5]thiadiazol-4-yl)-N,N-bis(4-methoxyphenyl)aniline